FC1=C(C=CC(=C1)OCCN1CCN(C(CC1)=O)C)NC(NCC(=O)NC1=CC=C(C=C1)N[C@@H]1C[C@@H](N(C2=CC=CC=C12)C(CC)=O)C)=O 2-(3-(2-fluoro-4-(2-(4-methyl-5-oxo-1,4-diazepan-1-yl)ethoxy)phenyl)ureido)-N-(4-(((2S,4R)-2-methyl-1-propionyl-1,2,3,4-tetrahydroquinolin-4-yl)amino)phenyl)acetamide